F[C@@H]1CN(CC[C@@H]1NC1=NN2C(C(=N1)OC)=C(C=C2)C=2C=CC1=C(N(C=N1)CCF)C2)C N-((3R,4S)-3-fluoro-1-methylpiperidin-4-yl)-5-(1-(2-fluoroethyl)-1H-benzo[d]imidazol-6-yl)-4-methoxypyrrolo[2,1-f][1,2,4]triazin-2-amine